FC(C(=C)OC(C(CN1N=C(C2=CC(=CC=C12)CC)C1=CC=CC=C1)(C)C)=O)(F)F.CC1=CC=CC(=N1)C(=O)NC([2H])([2H])[2H] 6-methyl-N-(methyl-d3)pyridine-2-carboxamide 3,3,3-Trifluoroprop-1-en-2-yl-3-(5-ethyl-3-phenyl-1H-indazol-1-yl)-2,2-dimethylpropanoate